(+)-6-(4-chlorophenyl)-2-(3-fluorophenyl)-N-[(cis)-4-hydroxytetrahydro-thiophen-3-yl]-3-oxo-2,3-dihydropyridazine-4-carboxamide ClC1=CC=C(C=C1)C=1C=C(C(N(N1)C1=CC(=CC=C1)F)=O)C(=O)N[C@@H]1CSC[C@@H]1O